ethyl 2-(3-((4-(4-carbamoyl-1H-benzo[d]imidazol-2-yl)benzamido)methyl)azetidin-1-yl)pyrimidine-5-carboxylate C(N)(=O)C1=CC=CC=2NC(=NC21)C2=CC=C(C(=O)NCC1CN(C1)C1=NC=C(C=N1)C(=O)OCC)C=C2